(S)-5-methyl-6,7-dihydroimidazo[1,5-a]pyrazine-8(5H)-thione C[C@H]1CNC(C=2N1C=NC2)=S